ClC=1C=C2C(=CNC2=CC1)C1C(CCCC1)=O 2-(5-chloro-3-indolyl)-cyclohexanone